methyl 5-[2-(tert-butoxycarbonylamino)-5-azaspiro[2.3]hexan-5-yl]pyrazine-2-carboxylate C(C)(C)(C)OC(=O)NC1CC12CN(C2)C=2N=CC(=NC2)C(=O)OC